FC1=C(C=CC=C1COC)C1CCN(CC1)C(C(=O)NCC(C)C)COC 2-(4-(2-fluoro-3-(methoxymethyl)phenyl)piperidin-1-yl)-N-isobutyl-3-methoxypropanamide